1-(Imidazo[1,2-a]pyrazin-3-ylmethyl)-N-(5-(1,1,1-trifluoro-2-methylpropan-2-yl)isoxazol-3-yl)indolin-6-carboxamid N=1C=C(N2C1C=NC=C2)CN2CCC1=CC=C(C=C21)C(=O)NC2=NOC(=C2)C(C(F)(F)F)(C)C